6-(((1-Aminocyclobutyl)methoxy)methyl)-2-(6-cyclopropyl-4-(4-fluoro-2-(4-methyl-4H-1,2,4-triazol-3-yl)phenyl)pyridin-2-yl)isoindolin-1-one NC1(CCC1)COCC1=CC=C2CN(C(C2=C1)=O)C1=NC(=CC(=C1)C1=C(C=C(C=C1)F)C1=NN=CN1C)C1CC1